3,5-Dimethylphenylisocyanat CC=1C=C(C=C(C1)C)N=C=O